ClC=1C=C(C=C2C(=NC=NC12)C)C=1C(=NC(=NC1)NC1CC1)C1=CC=C(C=C1)F 5-(8-chloro-4-methylquinazolin-6-yl)-N-cyclopropyl-4-(4-fluorophenyl)pyrimidin-2-amine